di-n-butylphosphine CCCCPCCCC